4-((3-(3-(trifluoromethyl)-1H-pyrazol-4-yl)imidazo[1,2-a]pyrazin-8-yl)amino)benzamide FC(C1=NNC=C1C1=CN=C2N1C=CN=C2NC2=CC=C(C(=O)N)C=C2)(F)F